ClC1=CC=C(C=C1)N1C(=NC(=C1C(=O)O)C(F)(F)F)C (4-chlorophenyl)-2-methyl-4-(trifluoromethyl)-1H-imidazole-5-carboxylic acid